sodium bis(sulfosuccinate) S(=O)(=O)(O)C(C(=O)[O-])CC(=O)[O-].S(=O)(=O)(O)C(C(=O)[O-])CC(=O)[O-].[Na+].[Na+].[Na+].[Na+]